C(C)(C)C1CC=2C=C(C(=NC2C=N1)OC)OCCCOC 6-isopropyl-2-methoxy-3-(3-methoxypropoxy)-5,6-dihydro-1,7-naphthyridine